Tert-Butyl 7-(6,7-Dimethoxyquinazolin-4-yl)-3,4-Dihydroisoquinoline-2(1H)-Carboxylate COC=1C=C2C(=NC=NC2=CC1OC)C1=CC=C2CCN(CC2=C1)C(=O)OC(C)(C)C